O=S1(CC(C1)C1CCN(CC1)C1=C(C=C(C=C1F)N1C(O[C@H](C1)CNC(OC)=O)=O)F)=O methyl (S)-((3-(4-(4-(1,1-dioxidothietan-3-yl)piperidin-1-yl)-3,5-difluorophenyl)-2-oxooxazolidin-5-yl)methyl)carbamate